FC=1C=C(C(=C2CC(CC12)C(=O)OCC)O)[N+](=O)[O-] ethyl 7-fluoro-4-hydroxy-5-nitro-indane-2-carboxylate